(R)-N-(2-(4-ethyl-4,5-dihydro-oxazol-2-yl)phenyl)-[1,2,4]triazolo[4,3-a]pyridine-8-carboxamide C(C)[C@H]1N=C(OC1)C1=C(C=CC=C1)NC(=O)C=1C=2N(C=CC1)C=NN2